trans-4-(((trans-4-(3-Cyano-4-methoxyphenyl)cyclohexyl)methyl)(3-(2-cyclopropyloxazol-4-yl)phenyl)carbamoyl)cyclohexyl (2-hydroxyethyl)carbamate OCCNC(O[C@@H]1CC[C@H](CC1)C(N(C1=CC(=CC=C1)C=1N=C(OC1)C1CC1)C[C@@H]1CC[C@H](CC1)C1=CC(=C(C=C1)OC)C#N)=O)=O